ClC1=CC=C(NC(C=2NC=C(N2)S(=O)(=O)C)C2=CC(=C(C=C2)F)Cl)C=C1 4-chloro-N-((3-chloro-4-fluorophenyl)(4-(methylsulfonyl)-1H-imidazol-2-yl)methyl)aniline